iridium (III) bis[(naphthyl)benzoxazole] C1(=CC=CC2=CC=CC=C12)C=1OC2=C(N1)C=CC=C2.C2(=CC=CC1=CC=CC=C21)C=2OC1=C(N2)C=CC=C1.[Ir+3]